2-chloro-N-{2,4-dibromo-3-[(2-chloro-5-fluorophenyl)carbonyl]-6-[(2,2,2-trifluoroethyl)amino]phenyl}acetamide ClCC(=O)NC1=C(C(=C(C=C1NCC(F)(F)F)Br)C(=O)C1=C(C=CC(=C1)F)Cl)Br